4-chloro-6-(3,4-dimethylpiperazin-1-yl)-2-methylpyrido[3,4-d]pyrimidine ClC=1C2=C(N=C(N1)C)C=NC(=C2)N2CC(N(CC2)C)C